adamantan-1-yl malonate (adamantyl malonate) C12(CC3CC(CC(C1)C3)C2)C(C(=O)O)C(=O)O.C(CC(=O)O)(=O)OC23CC1CC(CC(C2)C1)C3